SCCC[Si](OCCC)(OCCC)OCC 3-mercaptopropyl-ethoxydipropoxysilane